bis(1,3-bis(Octanoyloxy)propan-2-yl) 4-((4-(dimethylamino)butanoyl)thio)heptanedioate CN(CCCC(=O)SC(CCC(=O)OC(COC(CCCCCCC)=O)COC(CCCCCCC)=O)CCC(=O)OC(COC(CCCCCCC)=O)COC(CCCCCCC)=O)C